5-bromo-3-(2-ethoxyvinyl)-6-fluoropyridin-2-amine BrC=1C=C(C(=NC1F)N)C=COCC